2-[2-[3,4-bis(2-hydroxyethoxy)oxolan-2-yl]-2-(2-hydroxy ethoxy)ethoxy]ethyl octadec-9-enoate C(CCCCCCCC=CCCCCCCCC)(=O)OCCOCC(OCCO)C1OCC(C1OCCO)OCCO